dimethoxydiaminobiphenyl COC=1C(=C(C=CC1N)C1=CC=C(C=C1)N)OC